ClC=1C=C(CN2CC(CCC2)CC2=CC=NC=3N2N=C(C3CN(C)C)C)C=CC1 1-(7-((1-(3-Chlorobenzyl)piperidin-3-yl)methyl)-2-methylpyrazolo[1,5-a]pyrimidin-3-yl)-N,N-dimethylmethanamine